NC1=NC2=C(C=3N1N=C(N3)C=3OC=CC3)SC(N2CCN2CCN(CC2)C2=C(C=CC(=C2)OCCO)F)=O 5-amino-3-(2-(4-(2-fluoro-5-(2-hydroxyethoxy)phenyl)piperazin-1-yl)ethyl)-8-(furan-2-yl)thiazolo[5,4-e][1,2,4]triazolo[1,5-c]pyrimidin-2(3H)-one